[Cl-].[Cl-].[N+](=O)([O-])C1=C(C=CC(=C1)[N+](=O)[O-])N1C=CC(C=C1)=C1C=CN(C=C1)C1=C(C=C(C=C1)[N+](=O)[O-])[N+](=O)[O-] 1,1'-bis(2,4-dinitrophenyl)-4,4'-bipyridyl dichloride